FC1=C(CC2=NC3=C(N2CCOC)C=C(C=C3)C(=O)O)C=C(C(=C1)C1=NC(=CC=C1)OCC=1C=NC(=CC1)C=1N=NN(C1)C)F 2-(2,5-difluoro-4-(6-((6-(1-methyl-1H-1,2,3-triazol-4-yl)pyridin-3-yl)methoxy)pyridin-2-yl)benzyl)-1-(2-methoxyethyl)-1H-benzo[d]imidazole-6-carboxylic acid